1,3,5-benzenetricarboxylic acid, tris(2-ethylcyclohexylamide) C(C)C1C(CCCC1)NC(=O)C1=CC(=CC(=C1)C(=O)NC1C(CCCC1)CC)C(=O)NC1C(CCCC1)CC